FC(C(=O)O)(F)F.FC(C(=O)O)(F)F.NC1=CC=C(C(=N1)C)CNC(=O)[C@H]1N(CC1)C(=O)[C@@H]1NC[C@H](C1)CC1=CC=C(C=C1)Br (S)-N-((6-Amino-2-methylpyridin-3-yl)methyl)-1-((2R,4S)-4-(4-bromobenzyl)pyrrolidine-2-carbonyl)azetidine-2-carboxamide di-trifluoroacetate salt